3-[[2-[4-(4-ethoxy-6-oxo-1H-pyridin-3-yl)-2-fluorophenyl]acetyl]amino]-N-[2-[(3R)-3-methylpyrrolidin-1-yl]ethyl]-5-(trifluoromethyl)benzamide C(C)OC=1C(=CNC(C1)=O)C1=CC(=C(C=C1)CC(=O)NC=1C=C(C(=O)NCCN2C[C@@H](CC2)C)C=C(C1)C(F)(F)F)F